CC(C)S(=O)(=O)C1=CC=C(C=C1)C=1C=C2C(=NC1)NN=C2C(=O)O 5-[4-(propane-2-sulfonyl)phenyl]-1H-pyrazolo[3,4-b]pyridine-3-carboxylic acid